6-(1-methylpyrazol-4-yl)-5-(trifluoromethyl)pyridin-2-amine CN1N=CC(=C1)C1=C(C=CC(=N1)N)C(F)(F)F